ClC1=CC=C(C=C1)C1=CC2=C(N=CN(C2=O)CC(CO)O)C(=N1)C=1C=NC=CC1 6-(4-chlorophenyl)-3-(2,3-dihydroxypropyl)-8-(pyridin-3-yl)pyrido[3,4-d]pyrimidin-4(3H)-one